γ-diallylaminopropyltriethoxysilane C(C=C)N(CCC[Si](OCC)(OCC)OCC)CC=C